3-(2,6-dioxopiperidin-3-yl)-2-methylquinoline-7-carboxylic acid O=C1NC(CCC1C=1C(=NC2=CC(=CC=C2C1)C(=O)O)C)=O